C(C1=CC=CC=C1)N1C(CN(CC1)CC1=CN=C2C=C(C(NC2=C1)=O)CC)=O 7-((4-benzyl-3-oxopiperazin-1-yl)methyl)-3-ethyl-1,5-naphthyridin-2(1H)-one